2-methyl-3-((1R)-1-((4-methyl-7-(6-methyl-2,6-diazabicyclo[3.2.0]heptan-2-yl)pyrido[3,4-d]pyridazin-1-yl)amino)ethyl)benzonitrile CC1=C(C#N)C=CC=C1[C@@H](C)NC1=C2C(=C(N=N1)C)C=NC(=C2)N2C1CN(C1CC2)C